[O-2].[Zr+4].[O-2] Zirconium(IV) oxide